((R)-1-((R)-3-cyclopropoxy-2-(pyrazine-2-carboxamido)propanamido)-4-phenylbutyl)boronic acid C1(CC1)OC[C@H](C(=O)N[C@@H](CCCC1=CC=CC=C1)B(O)O)NC(=O)C1=NC=CN=C1